N,N-diethyl-p-aminomethylstyrene C(C)N(CC)CC1=CC=C(C=C)C=C1